N-(2-ethylamino)-1,3-propylenediamine CCNNCCCN